OC1=C(C(NC2=CC=CC(=C12)C)=O)CC(=O)OC methyl 2-(4-hydroxy-5-methyl-2-oxo-1H-quinolin-3-yl)acetate